2-(2,6-dioxopiperidin-3-yl)-5-((5-oxo-5-(7-(4-(quinoxalin-2-yl)-1H-pyrazol-1-yl)-4-azaspiro[2.5]oct-4-yl)pentyl)amino)isoindoline-1,3-dione O=C1NC(CCC1N1C(C2=CC=C(C=C2C1=O)NCCCCC(N1C2(CC2)CC(CC1)N1N=CC(=C1)C1=NC2=CC=CC=C2N=C1)=O)=O)=O